O-Acetyl-D-tyrosin C(C)(=O)OC1=CC=C(C[C@@H](N)C(=O)O)C=C1